(2RS)-2-(1-chlorocyclopropyl)-3-(2-chlorophenyl)-2-hydroxypropyl-2H-1,2,4-triazole-3(4H)-thione ClC1(CC1)[C@](CN1N=CNC1=S)(CC1=C(C=CC=C1)Cl)O |r|